1,4-diazepin-2-one hydrochloride Cl.N=1C(C=NC=CC1)=O